4-(2,5-Diazabicyclo[2.2.1]hept-2-yl)-N-(quinoxalin-6-ylmethyl)pyridin-3-amine C12N(CC(NC1)C2)C2=C(C=NC=C2)NCC=2C=C1N=CC=NC1=CC2